N-(4-chlorophenyl)-N-methyl-3-[4-(2-methylpropanoylamino)phenyl]imidazo[1,2-a]pyrazine-6-carboxamide ClC1=CC=C(C=C1)N(C(=O)C=1N=CC=2N(C1)C(=CN2)C2=CC=C(C=C2)NC(C(C)C)=O)C